ethoxy-ethylamine acrylate C(C=C)(=O)O.C(C)ONCC